(1R,4R)-2-(6-Chloro-pyridazin-3-yl)-5-methyl-2,5-diaza-bicyclo[2.2.1]heptane ClC1=CC=C(N=N1)N1[C@H]2CN([C@@H](C1)C2)C